Ethyl-7-fluoro-1-methyl-N-[3-[2-(1-methylcyclopropyl)ethynyl]phenyl]-[1,2,4]triazolo[4,3-a]quinazolin-5-amine C(C)C1=C2C(=NC=3N(C2=CC=C1F)C(=NN3)C)NC3=CC(=CC=C3)C#CC3(CC3)C